C(C)NC1=CC(=CC(=N1)N1C(C2=CC(=CC(=C2C1)C(F)(F)F)COCC(C)(C)O)=O)C=1N(N=CC1C1=NN=CN1C)C 2-[6-(Ethylamino)-4-[2-methyl-4-(4-methyl-1,2,4-triazol-3-yl)pyrazol-3-yl]pyridin-2-yl]-6-[(2-hydroxy-2-methylpropoxy)methyl]-4-(trifluoromethyl)-3H-isoindol-1-one